CC1=C(C=NN1CC(F)(F)F)C1=NC(=NC(=C1)N1CC(C1)NC)N 4-(5-Methyl-1-(2,2,2-trifluoroethyl)-1H-pyrazol-4-yl)-6-(3-(methylamino)azetidin-1-yl)pyrimidin-2-amine